(S)-N'-(8-fluoro-1,2,3,5,6,7-hexahydro-s-indacen-4-ylcarbamoyl)-4-(2-hydroxypropan-2-yl)-5-methylfuran-2-sulfonimidamide FC=1C=2CCCC2C(=C2CCCC12)NC(=O)N=[S@@](=O)(N)C=1OC(=C(C1)C(C)(C)O)C